CN(C)CC[N-]CCN(C)C bis(dimethylaminoethyl)amide